4-(pyrrolidin-1-ylmethyl)-2-azabicyclo[2.1.1]hexane N1(CCCC1)CC12CNC(C1)C2